diethyl 2,6-diisopropylpyridine-3,5-dicarboxylate C(C)(C)C1=NC(=C(C=C1C(=O)OCC)C(=O)OCC)C(C)C